ClCC1(C[C@@H](N(CC1)C(=O)OC(C)(C)C)C)C#N tert-butyl (2S)-4-(chloromethyl)-4-cyano-2-methyl-piperidine-1-carboxylate